CC(=C=C)C 3-methyl-but-2-eneene